trans-2-methoxy-5-(5-methylpiperidin-3-yl)pyridine, trifluoroacetic acid salt FC(C(=O)O)(F)F.COC1=NC=C(C=C1)[C@@H]1CNC[C@H](C1)C